FC=1C=CC2=C(NC(=NS2(=O)=O)O)C1C(=CC)C1=C(C=CC=C1)F 6-fluoro-5-(1-(2-fluorophenyl)prop-1-en-1-yl)-3-hydroxy-4H-benzo[e][1,2,4]thiadiazine 1,1-dioxide